C(CCCCCCCCCCC)OS(=O)(=O)[O-].[Mg+2].C(CCCCCCCCCCC)OS(=O)(=O)[O-] magnesium laurylsulfate